4-fluoro-7-methyl-N-(3-(pyrrolo[1,2-a]pyrazin-7-yl)phenyl)-1H-indole FC1=C2C=CN(C2=C(C=C1)C)C1=CC(=CC=C1)C=1C=C2N(C=CN=C2)C1